racemic-2,3-bis(hexanoylthio)propyl-1-phosphomethanol lithium salt [Li].C(CCCCC)(=O)S[C@H](CCOP(=O)=O)CSC(CCCCC)=O |r|